5-ethoxy-1-(2-methoxy-1-methylethyl)-4-methylcyclohexa-1,3-diene C(C)OC1C(=CC=C(C1)C(COC)C)C